BrC=1C(=NC(=CC1)NC(=O)C1CC1)C(=O)N(C)OC bromo-6-(cyclopropanecarboxamido)-N-methoxy-N-methylpicolinamide